BrC=1C=NC=C(C1C(=O)O)F 3-bromo-5-fluoro-pyridine-4-carboxylic acid